2-(3-(2-((1,5-dimethyl-1H-pyrazol-3-yl)amino)-5-methylpyrimidin-4-yl)-1H-indol-7-yl)-7-fluoro-4-(2-methoxypyridin-4-yl)isoindolin-1-one CN1N=C(C=C1C)NC1=NC=C(C(=N1)C1=CNC2=C(C=CC=C12)N1C(C2=C(C=CC(=C2C1)C1=CC(=NC=C1)OC)F)=O)C